10-(3,6-dihydro-2H-thiopyran-4-yl)-9-fluoro-3-methyl-2H-[1,4]oxazino[2,3,4-ii]quinolin-7(3H)-one S1CCC(=CC1)C1=C(C=C2C(C=CN3C2=C1OCC3C)=O)F